BrC1=CC=2NC3=CC=C(C=C3C2C=C1)F 2-bromo-6-fluoro-9H-carbazol